NC=1C(=NC=C(C1)Br)OCCN(C(OC(C)(C)C)=O)CCF tert-Butyl (2-((3-amino-5-bromopyridin-2-yl)oxy)ethyl)(2-fluoroethyl)carbamate